(E)-N-(4-(azetidin-1-yl)but-2-enoyl)-N-methyl-L-alanine tert-butyl ester C(C)(C)(C)OC([C@@H](N(C)C(\C=C\CN1CCC1)=O)C)=O